2-((2,2,3,3,4,4,4-heptafluorobutyl)(methyl)amino)ethyl methacrylate C(C(=C)C)(=O)OCCN(C)CC(C(C(F)(F)F)(F)F)(F)F